BrC=1C2=C(N(CCC1C(=O)NNC(=O)C1CC1)C(C1=CC(=C(C=C1)C)F)=O)C=CC=C2 5-Bromo-N'-(cyclopropanecarbonyl)-1-(3-fluoro-4-methylbenzoyl)-2,3-dihydro-1H-benzo[b]azepine-4-Carbohydrazide